hexahydro-pyrazino[1,2-c]pyrimidine C1NCCN2CNCC=C21